C(#N)C=1C=C(C=CC1OC)B(O)O 3-CYANO-4-METHOXYPHENYLBORONIC ACID